FC(OC1=CC=C(C=C1)NN)(F)F p-trifluoromethoxyphenylhydrazine